tert-butyl 4-[3-(2,4-dioxohexahydropyrimidin-1-yl)-1-methyl-indazol-6-yl]-3,3-difluoro-2,6-dihydropyridine-1-carboxylate O=C1N(CCC(N1)=O)C1=NN(C2=CC(=CC=C12)C=1C(CN(CC1)C(=O)OC(C)(C)C)(F)F)C